N-{5-[5-(4,4-difluorocyclohexyl)-1,2-oxazol-3-yl]-4,5,6,7-tetrahydro[1,3]thiazolo[5,4-c]pyridin-2-yl}-N'-[(2R)-2-hydroxypropyl]urea FC1(CCC(CC1)C1=CC(=NO1)N1CC2=C(CC1)N=C(S2)NC(=O)NC[C@@H](C)O)F